C(CCC)(=O)[O-].C(CCC)(=O)[O-].[Sn+2] tin dibutyrate